COC(CCSC(CC(=O)C1C(C=CCC1(C)C)C)C)CCCCC 3-(3-Methoxyoctylsulfanyl)-1-(2,6,6-trimethylcyclohex-3-en-1-yl)butan-1-one